C1COCCN1C2=NC(=NC3=C2OC4=C3C=CC=N4)C5=CC(=CC=C5)O The molecule is an organic heterotricyclic compound that is pyrido[3',2':4,5]furo[3,2-d]pyrimidine substituted at positions 2 and 4 by 3-hydroxyphenyl and morpholin-4-yl groups respectively. A dual-kinase inhibitor with anti-cancer properties. It has a role as an EC 2.7.1.137 (phosphatidylinositol 3-kinase) inhibitor, a mTOR inhibitor and an antineoplastic agent. It is a member of morpholines, a member of phenols, an organic heterotricyclic compound, a tertiary amino compound and an aromatic amine.